methyl 5'h-spiro[cyclopentane-1,7'-furo[3,4-d]pyrimidine]-2'-carboxylate N1=C(N=CC2=C1C1(OC2)CCCC1)C(=O)OC